CCCSP(=S)(OCC)OC1=C(C=C(C=C1)Cl)Cl The molecule is an organic thiophosphate that is the 2,4-dichlorophenyl ester of O-ethyl S-propyl dithiophosphoric acid. It has a role as an EC 3.1.1.7 (acetylcholinesterase) inhibitor, an EC 3.1.1.8 (cholinesterase) inhibitor, an agrochemical and an insecticide. It is an organic thiophosphate, a dichlorobenzene and an organosulfur compound. It derives from a 2,4-dichlorophenol.